NC(C(=O)NC1=CC(=CC(=C1)C(F)(F)F)F)C(C)C amino-N-(3-fluoro-5-(trifluoromethyl)phenyl)-3-methylbutanamide